1-(2-chloro-6-methylpyridin-3-yl)-N-((5-phenyl-1,3,4-thiadiazol-2-yl)methyl)-1H-1,2,3-triazole-4-carboxamide ClC1=NC(=CC=C1N1N=NC(=C1)C(=O)NCC=1SC(=NN1)C1=CC=CC=C1)C